8-bromo-N-[(4S)-3,4-dihydro-2H-chromen-4-yl]-2-oxo-2H-chromen-3-carboxamide BrC=1C=CC=C2C=C(C(OC12)=O)C(=O)N[C@H]1CCOC2=CC=CC=C12